5-chloro-2-(difluoromethoxy)-3-[4-methyl-5-(o-tolyl)-1,2,4-triazol-3-yl]pyridine ClC=1C=C(C(=NC1)OC(F)F)C1=NN=C(N1C)C1=C(C=CC=C1)C